ClC1COC(C2=CC=CC=C12)CNC 1-(4-chloroisochroman-1-yl)-N-methyl-methylamine